S(=O)(=O)(SC1=CC=C(C=C1)F)OS(=O)(=O)C1=CC=CC=C1 S-(4-fluorophenyl) benzenesulfonyl thiosulfate